OC1=C2C(C(=COC2=C(C(=C1)O)CN1CCN(CC1)C)C1=CC=C(C=C1)OC)=O 5,7-dihydroxy-3-(4-methoxyphenyl)-8-[(4-methylpiperazin-1-yl)methyl]-4H-chromen-4-one